bis(3,5-dibromo-4-2,3-dibromopropyloxyphenyl) sulfone BrC=1C=C(C=C(C1OCC(CBr)Br)Br)S(=O)(=O)C1=CC(=C(C(=C1)Br)OCC(CBr)Br)Br